C(C)[P+](CCCCCC)(CC)CC triethyl(hexyl)-phosphonium